linoleyl melissate C(CCCCCCCCCCCCCCCCCCCCCCCCCCCCC)(=O)OCCCCCCCC\C=C/C\C=C/CCCCC